5-ethoxy-2-pyridinol C(C)OC=1C=CC(=NC1)O